mercaptopropyl-methoxydimethylsilane dithio-propionate C(CC)(=S)S.SCCC[Si](C)(C)OC